BrC1=C(C=C(C(=N1)C1=CN=C2N1N=C(C(=C2)OC)C2CC2)F)F 3-(6-bromo-3,5-difluoro-2-pyridyl)-6-cyclopropyl-7-methoxy-imidazo[1,2-b]pyridazine